C(C=C)(=O)N1[C@H](CN(CC1)C1=CC(=NC=2CN(CCC12)C1=CC=CC2=CC=CC(=C12)C)C(=O)N[C@@H](CN(C)C)C)CC#N 4-((S)-4-acryloyl-3-(cyanomethyl)piperazin-1-yl)-N-((R)-1-(dimethylamino)propan-2-yl)-7-(8-methylnaphthalen-1-yl)-5,6,7,8-tetrahydro-1,7-naphthyridine-2-carboxamide